N-glycidyl-N,N-bis[3-(methyldimethoxysilyl)propyl]amine C(C1CO1)N(CCC[Si](OC)(OC)C)CCC[Si](OC)(OC)C